4-bromobutyl-sulfonyl-(trifluoromethane) BrCCCCS(=O)(=O)C(F)(F)F